chloro-2-[[5-(trifluoromethyl)-2-[4-(trifluoromethyl)phenyl]pyrazol-3-yl]methyl]pyrimidine ClC1=NC(=NC=C1)CC=1N(N=C(C1)C(F)(F)F)C1=CC=C(C=C1)C(F)(F)F